N(C(=O)C)[C@H]1C[C@H](CCC1)C(=O)O (1S,3R)-3-acetaminocyclohexane-1-carboxylic acid